bromophenyl-terpyridine BrC1=C(C(=NC=C1)C1=NC=CC=C1C1=NC=CC=C1)C1=CC=CC=C1